4,4'-((1E,1'E)-[1,1'-biphenyl]-4,4'-diylbis(ethene-2,1-diyl))bis(N,N-diphenylaniline) C1(=CC=C(C=C1)/C=C/C1=CC=C(N(C2=CC=CC=C2)C2=CC=CC=C2)C=C1)C1=CC=C(C=C1)/C=C/C1=CC=C(N(C2=CC=CC=C2)C2=CC=CC=C2)C=C1